(2-(Trifluoromethyl)pyrimidin-5-yl)methyl (1-hydroxy-7-methyl-1,3-dihydrobenzo[c][1,2]oxaborole-6-carbonyl)-L-valinate OB1OCC2=C1C(=C(C=C2)C(=O)N[C@@H](C(C)C)C(=O)OCC=2C=NC(=NC2)C(F)(F)F)C